BrC=1C(=C2C(=NC1)NC[C@]21C[C@@](CC1)(C(=O)N)C)Cl |r| (1RS,3RS)-5'-bromo-4'-chloro-3-methyl-1',2'-dihydrospiro[cyclopentane-1,3'-pyrrolo[2,3-b]pyridine]-3-carboxamide